5-(2-ethoxy-4-(4,4,5,5-tetramethyl-1,3,2-dioxaborolan-2-yl)phenyl)-3-(4-methoxybenzyl)-3,6-dihydro-7H-[1,2,3]triazolo[4,5-d]pyrimidin-7-one C(C)OC1=C(C=CC(=C1)B1OC(C(O1)(C)C)(C)C)C=1NC(C2=C(N1)N(N=N2)CC2=CC=C(C=C2)OC)=O